(2S,4R)-1-[(2R)-2-acetamido-3-methyl-3-sulfanyl-butanoyl]-4-hydroxy-N-[[4-(4-methylthiazol-5-yl)phenyl]methyl]pyrrolidine-2-carboxamide C(C)(=O)N[C@H](C(=O)N1[C@@H](C[C@H](C1)O)C(=O)NCC1=CC=C(C=C1)C1=C(N=CS1)C)C(C)(S)C